N-(2-hydroxyethyl)pyridine-2-amide OCCNC(=O)C1=NC=CC=C1